(R)-3-((5-chloro-1H-indol-2-yl)methyl)-1-methyl-1-(1-(2-(2-oxopyrimidin-1(2H)-yl)acetyl)piperidin-3-yl)urea ClC=1C=C2C=C(NC2=CC1)CNC(N([C@H]1CN(CCC1)C(CN1C(N=CC=C1)=O)=O)C)=O